FC1=C(C(=CC=C1)C=O)B(O)O (2-fluoro-6-formylphenyl)boronic acid